C1(=CC=CC=C1)C=1C(OC(C1)=O)=O 3-Phenyl-furan-2,5-dione